CN1N=C2N(C3=CC=C(C=C3C2=C1)[N+](=O)[O-])C1=CC=C(C=C1)C(F)(F)F 2-methyl-5-nitro-8-[4-(trifluoromethyl)phenyl]-pyrazolo[3,4-b]indole